5-Cyclopropyl-N2-[1-(2H3)methyl-1H-pyrazol-4-yl]-N4-[(3R,6S)-6-methylpiperidine-3-yl]-7H-pyrrolo[2,3-d]pyrimidine-2,4-diamine C1(CC1)C1=CNC=2N=C(N=C(C21)N[C@H]2CN[C@H](CC2)C)NC=2C=NN(C2)C([2H])([2H])[2H]